tert-butyl 2-(3-((tert-butyldimethylsilyl)oxy)-2-(4-((tert-butyldimethylsilyl)oxy)-2-methylbutan-2-yl)-5-hydroxyphenyl)acetate [Si](C)(C)(C(C)(C)C)OC=1C(=C(C=C(C1)O)CC(=O)OC(C)(C)C)C(C)(CCO[Si](C)(C)C(C)(C)C)C